BrC=1C(=CC([NH+](C1)[O-])=C)[N+](=O)[O-] 5-bromo-2-methylene-4-nitro-1,2-dihydropyridine 1-oxide